C1=CC=CC=2C3=CC=CC=C3C(C12)COC(=O)N[C@H](C(=O)O)CC1=CC=C(C=C1)B(O)O (S)-2-((((9H-fluoren-9-yl)methoxy)carbonyl)amino)-3-(4-boronophenyl)propanoic acid